ClC1=C(C=C(C=C1Cl)Cl)N1[C@@H](CCC1)C(=O)N (2,3,5-trichlorophenyl)-L-prolinamide